methyl iodide phosphine salt P.CI